NC1CN(C1)CC(=O)N[C@H]1CN(C[C@H](C1)C)C1=C2N=CC=NC2=C(C=C1)C(F)(F)F 2-(3-aminoazetidin-1-yl)-N-((3R,5S)-5-methyl-1-(8-(trifluoromethyl)quinoxalin-5-yl)piperidin-3-yl)acetamide